N[C@@H](CC(N)=O)C(=O)[NH-] asparaginyl-amide